C(C)N1C(=NC2=C1C(=CC(=C2)C(=O)O)F)C2=CC=1C=3N2C(CN(C3C=CC1)CCCOC)CC 1-ethyl-2-(3-ethyl-1-(3-methoxypropyl)-2,3-dihydro-1H-pyrrolo[1,2,3-de]quinoxalin-5-yl)-7-fluoro-1H-benzo[d]imidazole-5-carboxylic acid